4-{[4-(2-cyclobutylmethoxy-pyridin-3-yl)-2,6-difluoro-phenyl]-methyl-amino}-butyric acid C1(CCC1)COC1=NC=CC=C1C1=CC(=C(C(=C1)F)N(CCCC(=O)O)C)F